Tetrahydro-2H-pyran-3-ylmethyl-2-({2-chloro-4-fluoro-5-[3-methyl-2,6-dioxo-4-(trifluoromethyl)-3,6-dihydropyrimidin-1(2H)-yl]phenyl} sulfanyl)butanoat O1CC(CCC1)COC(C(CC)SC1=C(C=C(C(=C1)N1C(N(C(=CC1=O)C(F)(F)F)C)=O)F)Cl)=O